ClC1=C(C=C(C#N)C=C1)C=1NC2=CC(=C(C(=C2C(C1)=O)F)C1=NC=C(N=C1)C)F 4-chloro-3-(5,7-difluoro-6-(5-methylpyrazin-2-yl)-4-oxo-1,4-dihydroquinolin-2-yl)benzonitrile